2-methyl-3,4-pyridinedicarboxylic acid CC1=NC=CC(=C1C(=O)O)C(=O)O